(R)-5-amino-2-((4-benzylmorpholin-3-yl)methyl)-8-(2,6-dimethylpyridin-4-yl)-7-phenyl-[1,2,4]triazolo[4,3-c]pyrimidin-3(2H)-one NC1=NC(=C(C=2N1C(N(N2)C[C@H]2N(CCOC2)CC2=CC=CC=C2)=O)C2=CC(=NC(=C2)C)C)C2=CC=CC=C2